C(C)(C)(C)OC(=O)N1[C@@H](CC(C1)(F)F)[C@@H]1N(S(OC1)=O)C(=O)OC(C)(C)C tert-butyl (4S)-4-((S)-1-(tert-butoxycarbonyl)-4,4-difluoropyrrolidin-2-yl)-1,2,3-oxathiazolidine-3-carboxylate 2-oxide